COC1=NC(=CC=C1NC(=O)C=1C(=NOC1C)C1=CC=CC=C1)C=1C(=NC=NC1)OC N-(2-Methoxy-6-(4-methoxypyrimidin-5-yl)pyridin-3-yl)-5-methyl-3-phenyl-isoxazole-4-carboxamide